3-(4-fluorophenyl)-3-oxopropanal FC1=CC=C(C=C1)C(CC=O)=O